Cl.NC(C(=O)O)CC1=CC=C(C=C1)S 2-amino-3-(4-mercaptophenyl)propionic acid hydrochloride